[[2-[(2R,5S)-2-(4-hydroxyphenyl)-5-methyl-1-piperidyl]-2-oxo-acetyl]amino]pyridine-3-carboxamide OC1=CC=C(C=C1)[C@@H]1N(C[C@H](CC1)C)C(C(=O)NC1=NC=CC=C1C(=O)N)=O